N-((cis)-3-((difluoromethyl)sulfonamido)cyclopentyl)-2-(2-(6-((cis)-2,6-dimethylmorpholino)pyridin-2-yl)-1,6-naphthyridin-7-yl)acetamide FC(S(=O)(=O)N[C@H]1C[C@H](CC1)NC(CC1=NC=C2C=CC(=NC2=C1)C1=NC(=CC=C1)N1C[C@@H](O[C@@H](C1)C)C)=O)F